ethyl 2-((3-(2-chloro-4-fluoro-5-(3-methyl-2,6-dioxo-4-(trifluoro methyl)-2,3-dihydropyrimidin-1(6H)-yl)phenoxy)pyridin-2-yl)oxy)acetate ClC1=C(OC=2C(=NC=CC2)OCC(=O)OCC)C=C(C(=C1)F)N1C(N(C(=CC1=O)C(F)(F)F)C)=O